FC1=C(C=C(C=C1OC)OC)C1CCC=2C=NN(C2C1)C1OCCCC1 6-(2-fluoro-3,5-dimethoxyphenyl)-1-(tetrahydro-2H-pyran-2-yl)-4,5,6,7-tetrahydro-1H-indazole